(E)-3-(5-((3,5-difluorobenzyl)amino)-1H-indazol-3-yl)-1-(4-methylpiperazin-1-yl)prop-2-en-1-one FC=1C=C(CNC=2C=C3C(=NNC3=CC2)/C=C/C(=O)N2CCN(CC2)C)C=C(C1)F